(3e)-2-methyl-4-(4,4,5,5-tetramethyl-1,3,2-dioxaborolan-2-yl)but-3-en-2-ol CC(C)(\C=C\B1OC(C(O1)(C)C)(C)C)O